OC[C@@H]1[C@H](NC(C1)=O)COC1=NC=CC2=CC(=C(C=C12)OC(C)C)C(=O)N 1-{[(2S,3S)-3-(hydroxymethyl)-5-oxopyrrolidin-2-yl]methoxy}-7-(propan-2-yloxy)isoquinoline-6-carboxamide